(S)-2-amino-N-(5-bromo-2-fluorophenyl)-3-hydroxy-N-methylpropanamide N[C@H](C(=O)N(C)C1=C(C=CC(=C1)Br)F)CO